ClC=1C(N(C(=CC1OCCC1=NC=C(C=C1F)F)C)C1=CC(=NC=C1Cl)C=1N=C(SC1)C(C)(C)O)=O (R)-3,5'-dichloro-4-(((S)-3,5-difluoropyridin-2-yl)ethoxy)-2'-(2-(2-hydroxypropan-2-yl)thiazol-4-yl)-6-methyl-2H-[1,4'-bipyridin]-2-one